(methylbutyl)-2-oxazoline CC(CCC)C=1OCCN1